3-methyl-5-methylenenon-2-ene CC(=CC)CC(CCCC)=C